2-bromo-N-(methoxycarbonyl)-D-phenylalanine methyl ester COC([C@H](NC(=O)OC)CC1=C(C=CC=C1)Br)=O